1,1'-BIS(DI-TERT-BUTYLPHOSPHINO)FERROCENE PALLADIUM DICHLORIDE [Pd](Cl)Cl.C(C)(C)(C)P([C-]1C=CC=C1)C(C)(C)C.[C-]1(C=CC=C1)P(C(C)(C)C)C(C)(C)C.[Fe+2]